((3aR,5R,6S,6aR)-6-(Benzyloxy)-5-((benzyloxy)methyl)-2,2-dimethyltetrahydrofuro[2,3-d][1,3]dioxol-5-yl)methanol C(C1=CC=CC=C1)O[C@@H]1[C@](O[C@@H]2OC(O[C@@H]21)(C)C)(COCC2=CC=CC=C2)CO